3-(benzyloxy)pyridin C(C1=CC=CC=C1)OC=1C=NC=CC1